ClC1=C(C=CC(=C1)Cl)C1=CC2=C(C=C(O2)CN2CCN(CC2)CC2=NC3=C(N2C[C@H]2OCC2)C=C(C=C3)C(=O)O)C=C1 2-[(4-{[6-(2,4-dichlorophenyl)-1-benzofuran-2-yl]methyl}piperazin-1-yl)methyl]-1-{[(2S)-oxetan-2-yl]methyl}-1H-1,3-benzodiazole-6-carboxylic acid